(2R)-3-[2-amino-4-(5-ethyltetrazol-2-yl)-5-fluoro-phenyl]thio-2-(tert-butoxycarbonylamino)propionic acid NC1=C(C=C(C(=C1)N1N=C(N=N1)CC)F)SC[C@@H](C(=O)O)NC(=O)OC(C)(C)C